4-TERT-BUTOXYMETHYLPHENYLBORONIC ACID C(C)(C)(C)OCC1=CC=C(C=C1)B(O)O